COC1=NC(=NC(=N1)OC)NC(=O)NS(=O)(=O)C1=C(C=CC=C1)OCCOC N-[[(4,6-dimethoxy-1,3,5-triazin-2-yl)amino]carbonyl]-2-(2-methoxyethoxy)benzenesulfonamide